ClC1=C2C(=NC(=C1)C#N)C(=CN2COCC[Si](C)(C)C)I 7-chloro-3-iodo-1-((2-(trimethylsilyl)ethoxy)methyl)-1H-pyrrolo[3,2-b]pyridine-5-carbonitrile